((3S,4S)-3-fluoropiperidin-4-yl)-1-(2-methoxybenzyl)cyclopropane-1-carboxamide F[C@@H]1CNCC[C@H]1C1C(C1)(C(=O)N)CC1=C(C=CC=C1)OC